ClC1=CC=C2C(=C(NC2=C1Cl)CC(=O)NCC1=NNC=C1)C=1C=NN(C1)C1OCCCC1 2-[6,7-dichloro-3-(1-tetrahydropyran-2-ylpyrazol-4-yl)-1H-indol-2-yl]-N-(1H-pyrazol-3-ylmethyl)acetamide